ClC=1C(=NC(=NC1)NC1CCOCC1)C1=CC=C2CN(C(C2=C1)=O)CC(=O)NC(C)C1=CC(=CC=C1)C#N 2-(6-{5-chloro-2-[(oxacyclohex-4-yl)amino]pyrimidin-4-yl}-1-oxo-2,3-dihydro-1H-isoindol-2-yl)-N-[1-(3-cyanophenyl)ethyl]acetamide